BrC1=CC=C(C=C1)N1N=C(C(=C1)[C@H]1O[C@@H](C(N1CCC1=CC=C(C=C1)NC(C)=O)=O)C)C1=CC=C(C=C1)F N-(4-(2-((2R,5R)-2-(1-(4-Bromophenyl)-3-(4-fluorophenyl)-1H-pyrazol-4-yl)-5-methyl-4-oxoOxazolidine-3-yl)ethyl)phenyl)acetamide